tert-Butyl 2,2-dimethyl-3-oxopyrrolidine-1-carboxylate CC1(N(CCC1=O)C(=O)OC(C)(C)C)C